4-bromo-1-cyclopropyl-3,5-dimethyl-1H-pyrazole BrC=1C(=NN(C1C)C1CC1)C